CC1(CC(C2=CC=C(C=C12)C1=C(C=CC=C1)OC(F)(F)F)NC(O[C@@H]1CN2CCC1CC2)=O)C (S)-quinuclidin-3-yl (3,3-dimethyl-5-(2-(trifluoromethoxy)phenyl)-2,3-dihydro-1H-inden-1-yl)carbamat